3Z-HEXENYL-METHYL-CARBONIC ACID C(=CCCCC)COC(O)=O